5-fluoro-2-(1-(((1s,2s)-2-hydroxycyclohexyl)amino)pyrido[3,4-d]pyridazin-4-yl)phenol FC=1C=CC(=C(C1)O)C=1N=NC(=C2C1C=NC=C2)N[C@@H]2[C@H](CCCC2)O